N-(4-hydroxyphenyl)-3-methyl-5-oxo-1-phenyl-4,5-dihydro-1H-pyrazole-4-carboxamide OC1=CC=C(C=C1)NC(=O)C1C(=NN(C1=O)C1=CC=CC=C1)C